NC1=NC=CC=C1C1=NC=2C(=NC(=CC2)C2=CC=CC=C2)N1C1=CC=C(CN2CCN(CC2)C2=CC(=C(C=O)C=C2)O)C=C1 4-(4-(4-(2-(2-Aminopyridin-3-yl)-5-phenyl-3H-imidazo[4,5-b]pyridin-3-yl)benzyl)piperazin-1-yl)-2-hydroxybenzaldehyde